CC1(CCN(CC1)C=1OC2=C(C=C(C=C2C(C1C)=O)C)[C@@H](C)NC1=C(C=CC=C1)C=1C=CC2=C(C=NOB2O)C1)C 2-(4,4-dimethyl-1-piperidyl)-8-[(1R)-1-[2-(1-hydroxy-2,3,1-benzoxazaborinin-6-yl)anilino]ethyl]-3,6-dimethyl-chromen-4-one